N1=CC=C(C=C1)C=1SC=2CNCCC2N1 2-(pyridin-4-yl)-4,5,6,7-tetrahydrothiazolo[5,4-c]pyridine